(3-iodo-4,5-dimethoxy-phenyl)methanol IC=1C=C(C=C(C1OC)OC)CO